FC(S(=O)(=O)OC1=CC2(CN(C2)C(=O)OC(C)(C)C)C1)(F)F tert-butyl 6-(trifluoromethanesulfonyloxy)-2-azaspiro[3.3]hept-5-ene-2-carboxylate